ethyl 2-amino-5,5,5-trifluoro-pentanoate NC(C(=O)OCC)CCC(F)(F)F